FC1=CC=C(C=C1)C(N1C(CN(CC1)C1=CC(N(C=2C=CC(=NC12)C#N)C)=O)(C)C)C1=CC=C(C=C1)F 8-(4-(bis(4-fluorophenyl)methyl)-3,3-dimethylpiperazin-1-yl)-5-methyl-6-oxo-5,6-dihydro-1,5-naphthyridine-2-carbonitrile